[C@H]12CN(C[C@H](CNC1)O2)C(=O)OC(C)(C)C tert-Butyl (1R,5S)-9-oxa-3,7-diazabicyclo[3.3.1]nonane-3-carboxylate